C(#N)CC(=O)N1C[C@@H]([C@@H](CC1)C)N(C1=C2C(=NC=C1CC(=O)OCC)NC=C2)C ethyl 2-(4-(((3R,4R)-1-(2-cyanoacetyl)-4-methylpiperidin-3-yl)(methyl)amino)-1H-pyrrolo[2,3-b]pyridin-5-yl)acetate